N-Boc-trans-4-hydroxy-D-proline CC(C)(C)OC(=O)N1C[C@H](C[C@@H]1C(=O)O)O